C(CCCCCCCCC\C=C/CCCCCCCC)(=O)N (Z)-11-eicosenamide